4-cyclohexyl-N6-(2-methoxy-4-morpholinophenyl)-3-(1-methyl-1H-pyrazol-4-yl)-1H-pyrazolo[3,4-d]pyrimidine-4,6-diamine C1(CCCCC1)C1(C=2C(=NC(=N1)NC1=C(C=C(C=C1)N1CCOCC1)OC)NNC2C=2C=NN(C2)C)N